ClCC=1C=CN2C1N=C(N=C2OC)C2=C(C=CC=C2)C(C)C 8-(chloromethyl)-2-(2-isopropylphenyl)-4-methoxypyrrolo[1,2-a][1,3,5]triazine